FC=1C=2N(C=C(C1)C1=CNC=3N=C(N=CC31)NC3CC(C3)(C)N3C(CCC3)=O)C=CN2 1-((1s,3s)-3-((5-(8-fluoroimidazo[1,2-a]pyridin-6-yl)-7H-pyrrolo[2,3-d]pyrimidin-2-yl)amino)-1-methylcyclobutyl)pyrrolidin-2-one